(S)-N-(3-ethyl-1,4-dimethyl-1H-pyrazol-5-yl)-2-(2,2,3,3-tetrafluorocyclobutyl)acetamide C(C)C1=NN(C(=C1C)NC(C[C@@H]1C(C(C1)(F)F)(F)F)=O)C